3-((4-(dimethylamino)cyclohexyl)amino)-6-fluoro-5-(2-fluorophenyl)-2,3,4,9-tetrahydro-1H-carbazole-8-carboxamide CN(C1CCC(CC1)NC1CCC=2NC3=C(C=C(C(=C3C2C1)C1=C(C=CC=C1)F)F)C(=O)N)C